3-(tert-butyl)-7-chloro-8-fluoropyrido[4,3-d]pyrimidine-2,4(1H,3H)-dione C(C)(C)(C)N1C(NC2=C(C1=O)C=NC(=C2F)Cl)=O